2-((1,4,7,10,13-pentaazacyclopentadecan-1-yl)methyl)benzoic acid N1(CCNCCNCCNCCNCC1)CC1=C(C(=O)O)C=CC=C1